N-[5-[6-[(4-fluorophenyl)-methyl-carbamoyl]imidazo[1,2-a]pyridin-3-yl]-2-pyridyl]carbamate FC1=CC=C(C=C1)N(C(=O)C=1C=CC=2N(C1)C(=CN2)C=2C=CC(=NC2)NC([O-])=O)C